[Li].[Al] ALUMINIUM-LITHIUM